[[(9S)-7-[4-(2-azaspiro[4.5]decan-8-yl)phenyl]-4,5,13-trimethyl-3-thia-1,8,11,12-tetrazatricyclo[8.3.0.02,6]trideca-2(6),4,7,10,12-pentaen-9-yl]methyl]oxazole C1NCCC12CCC(CC2)C2=CC=C(C=C2)C=2C=1C(=C(SC1N1C(=NN=C1[C@@H](N2)CC=2OC=CN2)C)C)C